COC1=CC=C(C=C1)C1=NC2=CC=CC=C2C(=C1)NCCCNCC1CCN(CC1)C(=O)OC(C)(C)C tert-Butyl 4-{[(3-{[2-(4-methoxyphenyl)quinolin-4-yl]amino}propyl)amino] methyl}piperidine-1-carboxylate